4-[(2R)-4,4-difluoro-2-(hydroxymethyl)pyrrolidin-1-yl]piperidine trifluoroacetate salt FC(C(=O)O)(F)F.FC1(C[C@@H](N(C1)C1CCNCC1)CO)F